1-(4-chlorophenyl)-5-(4-fluorophenoxy)-4-oxo-Cinnoline-3-carboxylic acid ClC1=CC=C(C=C1)N1N=C(C(C2=C(C=CC=C12)OC1=CC=C(C=C1)F)=O)C(=O)O